FC=1C(=CC(=C(C1)N1C(C=CC2=CC(=CC=C12)S(=O)(=O)N(CC1=CC=C(C=C1)OC)C1=NOC=C1)=O)OC)SCC(F)(F)F 1-(5-fluoro-2-methoxy-4-((2,2,2-trifluoroethyl)thio)phenyl)-N-(isoxazol-3-yl)-N-(4-methoxybenzyl)-2-oxo-1,2-dihydroquinoline-6-sulfonamide